2-bromo-4-(2,2-difluoro-1-(isoindolin-2-yl)-2-(phenylsulfonyl)-ethyl)phenol BrC1=C(C=CC(=C1)C(C(S(=O)(=O)C1=CC=CC=C1)(F)F)N1CC2=CC=CC=C2C1)O